CN1C=C(C=2C(N(C=C(C21)C)C)=O)C(=O)N2CC(C2)C2=CC=CC=C2 1,5,7-trimethyl-3-((3-phenylazetidin-1-yl)carbonyl)-1,5-dihydro-4H-pyrrolo[3,2-c]pyridin-4-one